ClC=1C(=NC(=NC1)NC=1C=CC2=C(OC[C@@H]3N2CCOC3)C1)NC1=C(C=CC=C1)S(=O)(=O)C (R)-5-chloro-N4-(2-(methylsulfonyl)phenyl)-N2-(1,2,4a,5-tetrahydro-4H-benzo[b][1,4]oxazino[4,3-d][1,4]oxazin-8-yl)pyrimidine-2,4-diamine